N1=CC=CC=C1 (E)-pyridine